FC1=CC(=C(N)C=C1)O[C@H]1COCCC1 4-fluoro-2-[(3R)-tetrahydropyran-3-yl]Oxy-aniline